anti-acrylic acid C(C=C)(=O)O